(1R,3S,5R,7R)-adamantan-2-yl (R)-4-methylbenzenesulfinate CC1=CC=C(C=C1)[S@](=O)OC1C2CC3CC(CC1C3)C2